C(C)OC(=O)C=1C=NC(=NC1)N1CCN(CC1)[C@@H](C)C1=CC2=C(OCO2)C=C1 (S)-2-(4-(1-(benzo[d][1,3]dioxol-5-yl)ethyl)piperazin-1-yl)pyrimidine-5-carboxylic acid ethyl ester